8-methyl-[1,2,4]triazolo[1,5-c]pyrimidin-5-amine CC=1C=2N(C(=NC1)N)N=CN2